C(CCCC)OC1=CC=C(C(=O)O)C=C1 4-(pentyloxy)benzoic acid